4-(4-chloro-3-fluorobenzyl)-N-hydroxy-3-oxo-3,4-dihydro-2H-benzo[b][1,4]oxazine-6-carboxamide ClC1=C(C=C(CN2C3=C(OCC2=O)C=CC(=C3)C(=O)NO)C=C1)F